tert-Butyl 3-(2-(tert-butoxycarbonyl)-5-oxo-5-((pivaloyloxy)amino)pentyl)benzoate C(C)(C)(C)OC(=O)C(CC=1C=C(C(=O)OC(C)(C)C)C=CC1)CCC(NOC(C(C)(C)C)=O)=O